5-methyl-1-((1-methylcyclohexyl)methyl)-4-(4,4,5,5-tetramethyl-1,3,2-dioxaborolan-2-yl)-1H-pyrazole CC1=C(C=NN1CC1(CCCCC1)C)B1OC(C(O1)(C)C)(C)C